C[C@]12C(OC(C2=CCC(C1)(C)C)CC(=O)OCC1=CC=CC=C1)=O Benzyl 2-((3aS)-3a,5,5-trimethyl-3-oxo-1,3,3a,4,5,6-hexahydroisobenzofuran-1-yl)acetate